(S)-tert-butyl [1-(4-bromophenyl)-ethyl]-carbamate BrC1=CC=C(C=C1)[C@H](C)NC(OC(C)(C)C)=O